C1(CC1)NC(C([C@H](C[C@@H]1C(NCC1)=O)NC([C@@H](CC(C)C)NC(C(C1=CC=CC=C1)(C1=CC=CC=C1)O)=O)=O)=O)=O (R)-N-((S)-4-(cyclopropylamino)-3,4-dioxo-1-((R)-2-oxopyrrolidin-3-yl)butan-2-yl)-2-(2-hydroxy-2,2-diphenylacetamido)-4-methylpentanamide